(octamethyloctahydrodibenzfluorenyl)zirconium dichloride [Cl-].[Cl-].CC12C3C(=C4C=5C=CC=CC5CC4=C1C(C(C(C2(C)C)(C)C)(C)C)(C)[Zr+2])C=CCC3